CC1=C(C(=CC=C1)C)C1=CC(=CC=C1)[C@H](CC(=O)O)NC(C(CC(C)C)N1C(C=C(C(=C1)CCN(C)C)C)=O)=O (3S)-3-(2',6'-dimethyl-[1,1'-biphenyl]-3-yl)-3-(2-(5-(2-(dimethylamino)ethyl)-4-methyl-2-oxopyridin-1(2H)-yl)-4-methylpentanamido)propanoic acid